6-methoxy-1-(4-(morpholinomethyl)phenyl)-1,4-dihydrothiochromeno[4,3-c]pyrazole-3-carboxylic acid 5,5-dioxide COC1=CC=CC2=C1S(CC1=C2N(N=C1C(=O)O)C1=CC=C(C=C1)CN1CCOCC1)(=O)=O